1-((1RS,3SR)-5'-Bromo-4'-chloro-1',2'-dihydrospiro[cyclopentane-1,3'-pyrrolo[2,3-b]pyridin]-3-yl)-1H-pyrazole-4-carboxamide BrC=1C(=C2C(=NC1)NC[C@]21C[C@H](CC1)N1N=CC(=C1)C(=O)N)Cl |r|